benzyl-2-(4-(4-methylpiperazin-1-yl)butyl)-1,2,4-thiadiazolidine-3,5-dione C(C1=CC=CC=C1)N1C(N(SC1=O)CCCCN1CCN(CC1)C)=O